N-((4-chlorophenyl)sulfonyl)-3-((2,6-dimethylbenzyl)oxy)-4-methylbenzamide ClC1=CC=C(C=C1)S(=O)(=O)NC(C1=CC(=C(C=C1)C)OCC1=C(C=CC=C1C)C)=O